C(C)(C)N1CCC12CNCC2 isopropyl-1,6-diazaspiro[3.4]octan